7-butyl-(R)-4-(1-methyl-4-((1-(2-methyl-3-(trifluoromethyl)phenyl)ethyl)amino)phthalazin-6-yl)-3,6-dihydropyridine C(CCC)C1=C(C=C2C(=NN=C(C2=C1)C)N[C@H](C)C1=C(C(=CC=C1)C(F)(F)F)C)C=1CC=NCC1